N[C@H](C(=O)N1[C@@H](C[C@@H](C1)O)C(=O)NCC1=CC=C(C=C1)C1=C(N=CS1)C)C(C)(C)C (2S,4S)-1-((S)-2-amino-3,3-dimethylbutyryl)-4-hydroxy-N-(4-(4-methylthiazole-5-yl)benzyl)pyrrolidine-2-carboxamide